FC(C(=O)O)(F)F.NC=1C(=NC(=CN1)C1=C(C=CC(=C1)C(C(F)(F)F)(C(=O)N)O)C)C(=O)NCC(C)(C)OC 3-amino-6-(5-(3-amino-1,1,1-trifluoro-2-hydroxy-3-oxopropan-2-yl)-2-methylphenyl)-N-(2-methoxy-2-methylpropyl)pyrazine-2-carboxamide trifluoroacetate